C1(CC1)C=1C(=NC(=NC1)NC1=CC(=C(C(=C1)OC)OC)OC)NC1=C(C(=O)NC)C=CC=C1 2-((5-cyclopropyl-2-((3,4,5-trimethoxyphenyl)amino)pyrimidin-4-yl)amino)-N-methyl-benzamide